tris(4-((4-acetylphenyl)sulfanyl)phenyl)sulfonium hexafluorophosphate F[P-](F)(F)(F)(F)F.C(C)(=O)C1=CC=C(C=C1)SC1=CC=C(C=C1)[S+](C1=CC=C(C=C1)SC1=CC=C(C=C1)C(C)=O)C1=CC=C(C=C1)SC1=CC=C(C=C1)C(C)=O